ethyl 2-(2-(2-(4-chlorophenyl) acetyl) hydrazino)-2-oxoacetate ClC1=CC=C(C=C1)CC(=O)NNC(C(=O)OCC)=O